NC=1C(=NC=CC1)C(C(C(=O)NC1=CC=C(C=C1)OC)C#N)=O 3-(3-aminopyridin-2-yl)-2-cyano-N-(4-methoxyphenyl)-3-oxopropanamide